6-Chloro-4-(2-fluoro-3-methylphenyl)pyridazin-3-amine ClC1=CC(=C(N=N1)N)C1=C(C(=CC=C1)C)F